C(O)C1=NOC(=C1)CO 3,5-dimethylolisoxazole